(7s,10r)-3-ethyl-7-isopropyl-3,10-dimethyl-2,4-dioxaspiro[5.5]undecane C(C)C1(OCC2(CO1)[C@@H](CC[C@H](C2)C)C(C)C)C